C(C)(C)(C)OC(=O)N1C(C2=C(C=CC=C2C1C1=C2C(=NC=C1)N(C=C2)C)[N+](=O)[O-])=O (1-methyl-1H-pyrrolo[2,3-b]pyridin-4-yl)-7-nitro-1-oxoisoindoline-2-carboxylic acid tert-butyl ester